2-allylsulfanyl-1-(tetrahydropyran-4-yl)ethan-1-one C(C=C)SCC(=O)C1CCOCC1